2,2'-dibromo-3',6'-dichloro-3,3''-difluoro-1,1':4',1''-terphenyl BrC1=C(C=CC=C1F)C1=C(C(=C(C=C1Cl)C1=CC(=CC=C1)F)Cl)Br